methallyloxyvinyl ether C(C(C)=C)OC=COC=COCC(C)=C